N,N,N',N'-tetramethyl-butanediamine CCCC(N(C)C)N(C)C